ClC1=C(C=C(C=C1C(=O)N1[C@H](C=2C(CC1)=C(N(N2)C)C2=CC(=C(C(=C2)F)F)F)C)F)C=2C=C(NC2)C#N 4-[2-chloro-3-[(7S)-2,7-dimethyl-3-(3,4,5-trifluorophenyl)-5,7-dihydro-4H-pyrazolo[3,4-c]pyridine-6-carbonyl]-5-fluoro-phenyl]-1H-pyrrole-2-carbonitrile